N-hydroxy-5-(trifluoromethyl)pyridine-2-carboximidamide ONC(=N)C1=NC=C(C=C1)C(F)(F)F